3-(3-((6-acetamidopyridin-3-yl)oxy)azetidin-1-yl)-4-methyl-N-(5-(trifluoromethyl)pyridin-3-yl)benzamide C(C)(=O)NC1=CC=C(C=N1)OC1CN(C1)C=1C=C(C(=O)NC=2C=NC=C(C2)C(F)(F)F)C=CC1C